Cl.COC=1C(=CC2=C(N=C(S2)CN)C1)OC (5,6-Dimethoxybenzo[d]thiazol-2-yl)methylamine hydrochloride